O1CNC(C=C1)=O [1,3]Oxazin-4(3H)-one